2-[(2-chloro-4,5-dihydroxy-phenyl)methyl]-4,4-dimethyl-isoxazolidin-3-one ClC1=C(C=C(C(=C1)O)O)CN1OCC(C1=O)(C)C